3-(5-((2S,3R)-3-hydroxy-2-methylazetidin-1-yl)-1-methyl-1H-pyrazolo[4,3-d]pyrimidin-7-yl)benzenesulfonamide O[C@H]1[C@@H](N(C1)C=1N=C(C2=C(N1)C=NN2C)C=2C=C(C=CC2)S(=O)(=O)N)C